methoxy-5'-hydroxyisoflavone COC=1OC2=CC=CC=C2C(C1C1=CC=CC(=C1)O)=O